COC=1N=C2C(=C3C(=NC2=CC1OC)CCC3)NC3CCN(CC3)CCC N-{2,3-dimethoxy-6H,7H,8H-cyclopenta[b]1,5-naphthyridin-9-yl}-1-propylpiperidin-4-amine